C1(CC1)N1C(=NC2=NC=C(C=C21)C=2C=CN1N=C(N=C(C12)C(C)C)NC=1C=NN(C1)C)C 5-(1-cyclopropyl-2-methyl-1H-imidazo[4,5-b]pyridin-6-yl)-4-isopropyl-N-(1-methylpyrazol-4-yl)pyrrolo[2,1-f][1,2,4]triazin-2-amine